ClC=1C=NC(=C(C(=O)NC2CCC(CC2)CN2C(C(C3=CC=C(C=C23)OC)(O)C2=C(C=NC=C2)F)=O)C1)C(F)F 5-chloro-2-(difluoromethyl)-N-((1r,4r)-4-((3-(3-fluoropyridin-4-yl)-3-hydroxy-6-methoxy-2-oxoindolin-1-yl)methyl)cyclohexyl)nicotinamide